C(C=C)C(CN)(CC=C)CC=C 2,2-diallyl-4-pentene-1-amine